(S)-1-(4-fluorophenyl)-1-(2-(4-(6-(1-(oxetan-3-yl)-1H-pyrazol-4-yl)-7H-pyrrolo[2,3-d]pyrimidin-4-yl)piperazin-1-yl)pyrimidin-5-yl)ethan-1-amine FC1=CC=C(C=C1)[C@](C)(N)C=1C=NC(=NC1)N1CCN(CC1)C=1C2=C(N=CN1)NC(=C2)C=2C=NN(C2)C2COC2